CNC(=O)[C@@H]1CC[C@H](CO1)NC(OC(C)(C)C)=O tert-Butyl N-[(3R,6S)-6-(methylcarbamoyl)tetrahydropyran-3-yl]carbamate